O=C1N(C(C2=CC=CC=C12)=O)OC1=CC=C(C(=O)OC)C=C1 methyl 4-((1,3-dioxoisoindolin-2-yl)oxy)benzoate